(Z)-5-((1H-pyrrolo[2,3-c]pyridin-3-yl)methylene)-3-methyloxazolidine-2,4-dione N1C=C(C=2C1=CN=CC2)\C=C/2\C(N(C(O2)=O)C)=O